C(C)SC1=C2C(=NC=N1)N(N=C2)[C@H]2[C@H](O)[C@H](O)[C@H](O2)CO 4-Ethylsulfanyl-1-beta-D-ribofuranosyl-1H-pyrazolo[3,4-D]pyrimidine